(S,E)-N-[2-(6-fluorobenzo[d]isoxazol-3-yl)benzylidene]-2-methylpropane-2-sulfinamide FC1=CC2=C(C(=NO2)C2=C(\C=N\[S@@](=O)C(C)(C)C)C=CC=C2)C=C1